O=C1NC(CCC1N1C(C2=CC=CC(=C2C1=O)OC(C)C=1N=NN(C1)CCCN1CCN(CC1)C(=O)OC(C)(C)C)=O)=O tert-butyl 4-[3-[4-[1-[2-(2,6-dioxo-3-piperidyl)-1,3-dioxo-isoindolin-4-yl]oxyethyl]triazol-1-yl]propyl]piperazine-1-carboxylate